(Z)-3-(4-{4-methyl-6-(tetrahydropyran-2-yloxy)-3-[3-(tetrahydropyran-2-yloxy)phenyl]-2H-chromen-2-yl}-phenyl)allylamine CC1=C(C(OC2=CC=C(C=C12)OC1OCCCC1)C1=CC=C(C=C1)\C=C/CN)C1=CC(=CC=C1)OC1OCCCC1